BrC=1C=C2C=CC(=NC2=CC1)C1CC1 6-bromo-2-cyclopropylquinoline